ClC1=C(C2=C(SC3=C2N=CN=C3NCC=3C=NC(=NC3)C)N=C1C)C 8-chloro-7,9-dimethyl-N-[(2-methylpyrimidin-5-yl)methyl]pyrido[3',2':4,5]thieno[3,2-d]pyrimidin-4-amine